2,2,2-trichloroethyl (3-((tert-butyldimethylsilyl)oxy)-2-(3,4-dimethoxy-benzyl)propyl)carbamate [Si](C)(C)(C(C)(C)C)OCC(CNC(OCC(Cl)(Cl)Cl)=O)CC1=CC(=C(C=C1)OC)OC